FC=1C=C(C(=NC1)OC=1C=CC=2N(C1)C(=C(N2)C(=O)N[C@]2(CS(CC2)(=O)=O)C)C)OCC(F)(F)F 6-[[5-fluoro-3-(2,2,2-trifluoroethoxy)-2-pyridyl]oxy]-3-methyl-N-[(3R)-3-methyl-1,1-dioxo-thiolan-3-yl]imidazo[1,2-a]pyridine-2-carboxamide